C1(CC1)N1C(=CC(C2=CC(=C(C=C12)C=C)F)=O)C 1-cyclopropyl-6-fluoro-2-methyl-7-vinylquinolin-4(1H)-one